N1=CN=C2N1C=C(C=N2)C=2NC1=CC=C(C=C1C2C(C)C)C2CCN(CC2)CC(=O)N(C)C 2-(4-(2-([1,2,4]triazolo[1,5-a]pyrimidin-6-yl)-3-isopropyl-1H-indol-5-yl)piperidin-1-yl)-N,N-dimethylacetamide